1-amino-3-(4-methoxybenzyl)-3-azabicyclo[3.1.0]hexane-2,4-dione NC12C(N(C(C2C1)=O)CC1=CC=C(C=C1)OC)=O